(S)-4-(4-(5-(aminomethyl)-2-oxo-oxazolidin-3-yl)phenyl)morpholine-3-one hydrochloride Cl.NC[C@H]1CN(C(O1)=O)C1=CC=C(C=C1)N1C(COCC1)=O